FC1(CCN(CC1)C(=O)C=1C=CC=2N(C1)C=NC2C2=CC=C(C#N)C=C2)F 4-[6-(4,4-difluoropiperidine-1-carbonyl)imidazo[1,5-a]pyridin-1-yl]benzonitrile